6-(hydroxymethyl)-10,14-dimethylpentadeca-5,9,13-trien-2-one OCC(=CCCC(C)=O)CCC=C(CCC=C(C)C)C